ClC1=C(C=CC(=C1)Cl)N1C=NC2=C1C1=C(OC2=O)C=CC=C1 1-(2,4-dichlorophenyl)-[1]benzopyrano[3,4-d]imidazol-4(1H)-one